4-(2-(Benzo[d][1,3]dioxan-5-ylamino)-2-oxoethyl)-N,N-diethylpiperazine-1-carboxamide O1COCC2=C1C=CC=C2NC(CN2CCN(CC2)C(=O)N(CC)CC)=O